FC=1C=C(C=CC1)C1=CC(=CC=C1)[C@@H](C(=O)N1CC2=C(CCC1)N=C(NC2=O)C2(CC2)C2=CC=CC=C2)O (S)-6-(2-(3'-fluoro-[1,1'-biphenyl]-3-yl)-2-hydroxyacetyl)-2-(1-phenylcyclopropyl)-3,5,6,7,8,9-hexahydro-4H-pyrimido[5,4-c]azepin-4-one